((S)-5-Methoxycarbonylamino-9-trifluoromethyl-8,16-diaza-tricyclo[13.3.1.02,7]nonadeca-1(19),2(7),3,5,15,17-hexaen-14-yl)-carbamic acid tert-butyl ester C(C)(C)(C)OC(NC1CCCC[C@H](NC=2C=C(C=CC2C=2C=CN=C1C2)NC(=O)OC)C(F)(F)F)=O